CC1SCC(N1)C(=O)O 2-methylthiazolidine-4-carboxylic acid